tert-butyl 7-{2-bromo-5-[(tetrahydro-1H-pyrrolizin-7a(5H)-yl)methoxy][1,3]thiazolo[5,4-d]pyrimidin-7-yl}-3-oxa-7,9-diazabicyclo[3.3.1]nonane-9-carboxylate BrC=1SC=2N=C(N=C(C2N1)N1CC2COCC(C1)N2C(=O)OC(C)(C)C)OCC21CCCN1CCC2